Cl.N1CC(C1)C(=O)O 3-azetidinecarboxylic acid hydrochloride